1-((1-(allyloxy)cycloheptyl)methyl)-4-iodo-5-methyl-1H-pyrazole C(C=C)OC1(CCCCCC1)CN1N=CC(=C1C)I